N(=[N+]=[N-])CC(C(OC)C1=C(C=CC(=C1)COC1OCCCC1)C1=C(C=CC(=C1)OC)F)(C)C 2-[2-(3-azido-1-methoxy-2,2-dimethyl-propyl)-2'-fluoro-5'-methoxy-biphenyl-4-ylmethoxy]-tetrahydropyran